(2R)-7-bromo-2-methyl-4-{1-[2-(trifluoromethyl)pyrimidin-4-yl]ethyl}-2H-1,4-benzoxazin-3-one BrC1=CC2=C(N(C([C@H](O2)C)=O)C(C)C2=NC(=NC=C2)C(F)(F)F)C=C1